FC(C(=O)O)(F)F.C(C)OC=1C(=CC=2C(N1)=NN(C2)C)NC(=O)N2CCC=1C2=NC=CC1N1C[C@@H](NCC1)C (S)-N-(6-ethoxy-2-methyl-2H-pyrazolo[3,4-b]pyridin-5-yl)-4-(3-methylpiperazin-1-yl)-2,3-dihydro-1H-pyrrolo[2,3-b]pyridine-1-carboxamide 2,2,2-trifluoroacetate